BrC1=CC(=C(OCCCO)C=C1)Cl 3-(4-Bromo-2-chlorophenoxy)-propan-1-ol